C(C)(C)(C)OC(=O)N1CCC(CC1)[C@@H](C)NS(=O)(=O)C1=CC(=C(C=C1)NC(C1=C(C=CC=C1)C)=O)C (R)-4-(1-(3-methyl-4-(2-methylbenzoylamino)benzenesulfonylamino)ethyl)piperidine-1-carboxylic acid tert-butyl ester